(E)-N-(4-(1-(6-(4-(5-(2-(2,6-dioxopiperidin-3-yl)-3-oxoisoindolin-4-yl)pent-4-yn-1-yl)piperazin-1-yl)pyridazine-3-carbonyl)piperidin-4-yl)butyl)-3-(pyridin-3-yl)acrylamide O=C1NC(CCC1N1CC2=CC=CC(=C2C1=O)C#CCCCN1CCN(CC1)C1=CC=C(N=N1)C(=O)N1CCC(CC1)CCCCNC(\C=C\C=1C=NC=CC1)=O)=O